C1=C2N=CN=C3C2=C(OCC2C4CCC(CN32)N4C(=O)[O-])N=C1 5a,6,7,8,9,10-hexahydro-5H-4-oxa-3,10a,11,13,14-pentaaza-6,9-methanonaphtho[1,8-ab]heptalene-14-formate